1-(4-(5'-(4-(tert-Butyl)piperazin-1-yl)-3-hydroxy-6'-methyl-[2,3'-bipyridin]-4-yl)-2-chlorophenyl)-3-methyl-1H-imidazol-2(3H)-one C(C)(C)(C)N1CCN(CC1)C=1C=C(C=NC1C)C1=NC=CC(=C1O)C1=CC(=C(C=C1)N1C(N(C=C1)C)=O)Cl